8-bromooctanoic acid 3-butylheptyl ester C(CCC)C(CCOC(CCCCCCCBr)=O)CCCC